BrCCN1C(=O)C(=O)C2=CC=C(C=C12)Cl N-(2-bromoethyl)-6-chloroisatin